Cl.ClC=1SC2=C(C1)CC(CC2)N 2-chloro-4,5,6,7-tetrahydrobenzothiophen-5-amine hydrochloride